Cl.FC(OC1=C(C=C(C=C1)C1=CN=C2N1C=CN=C2NC2=CC(=C(C(=O)N(CCC1CCNCC1)C)C=C2)C)F)F 4-((3-(4-(difluoromethoxy)-3-fluorophenyl)imidazo[1,2-a]pyrazin-8-yl)amino)-N,2-dimethyl-N-(2-(piperidin-4-yl)ethyl)benzamide hydrochloride